COC1=CC(=CC2=C1O[C@H]([C@@H]2C(=O)O)C3=CC(=C(C=C3)O)OC)/C=C/C(=O)O The molecule is a member of the class of 1-benzofurans that is a lignan obtained by cyclodimerisation of ferulic acid. It has a role as a bacterial xenobiotic metabolite. It is a member of 1-benzofurans, a lignan, a dicarboxylic acid, an olefinic compound and a member of guaiacols. It derives from a ferulic acid. It is a conjugate acid of a (-)-DCA-CC(2-). It is an enantiomer of a (+)-DCA-CC.